1-((4-(3-isopropyl-2-(8-methoxy-[1,2,4]triazolo[1,5-a]pyridin-6-yl)-1H-indol-5-yl)cyclohexyl)amino)-2-methylpropan-2-ol C(C)(C)C1=C(NC2=CC=C(C=C12)C1CCC(CC1)NCC(C)(O)C)C=1C=C(C=2N(C1)N=CN2)OC